dibenzyl 3-hydroxy-3-[[[(2S)-3-(4-hydroxy-3-phenylmethoxyphenyl)-2-methyl-1-oxo-1-phenylmethoxypropan-2-yl]amino]carbamoyl]pentanedioate OC(CC(=O)OCC1=CC=CC=C1)(CC(=O)OCC1=CC=CC=C1)C(NN[C@](C(OCC1=CC=CC=C1)=O)(CC1=CC(=C(C=C1)O)OCC1=CC=CC=C1)C)=O